cbz-3,6-bis(carbazol-9-yl)-9-(2-ethyl-hexyl)-9H-carbazole C(=O)(OCC1=CC=CC=C1)C1=CC(=CC=2C3=CC(=CC=C3N(C12)CC(CCCC)CC)N1C2=CC=CC=C2C=2C=CC=CC12)N1C2=CC=CC=C2C=2C=CC=CC12